(R)-3-((S)-1-(tert-butoxy)-3-(3-iodophenyl)-1-oxopropan-2-yl)pyrrolidine-1-carboxylic acid tert-butyl ester C(C)(C)(C)OC(=O)N1C[C@H](CC1)[C@@H](C(=O)OC(C)(C)C)CC1=CC(=CC=C1)I